1-(3-chlorobenzyl)-2-(3-chlorophenyl)-4-phenyl-1H-imidazole ClC=1C=C(CN2C(=NC(=C2)C2=CC=CC=C2)C2=CC(=CC=C2)Cl)C=CC1